OC1CN(C1)C(=O)OC1CCC(CC1)C(N(CC12CCC(CC1)(CC2)C2=CC(=C(C(=C2)C)OC)C)C2=NC=CC(=C2)C=2C=NN(C2)C(C)C)=O 4-((4-(1-Isopropyl-1H-pyrazol-4-yl)pyridin-2-yl)((4-(4-methoxy-3,5-dimethylphenyl)bicyclo[2.2.2]octan-1-yl)methyl)carbamoyl)cyclohexyl trans-3-hydroxyazetidine-1-carboxylate